C(\C=C\C1=CC(O)=C(O)C=C1)(=O)N[C@@H](CC1=CC=C(C=C1)OC)C(=O)O N-caffeoyl-O-methyltyrosine